3-((5-Bromo-2-hydroxyphenyl)sulfonamido)-5-(1-cyanocyclobutyl)-N-(2-(dimethylamino)ethyl)-2-hydroxybenzamide BrC=1C=CC(=C(C1)S(=O)(=O)NC=1C(=C(C(=O)NCCN(C)C)C=C(C1)C1(CCC1)C#N)O)O